(6S,8R)-6-(5-bromo-3-fluoropyridin-2-yl)-7-((1-fluorocyclopropyl)methyl)-8-methyl-6,7,8,9-tetrahydro-3H-pyrazolo[4,3-f]isoquinoline BrC=1C=C(C(=NC1)[C@H]1N([C@@H](CC2=C3C(=CC=C12)NN=C3)C)CC3(CC3)F)F